COC([C@H]1N(CCC1)C(CN)=O)=O glycyl-proline methyl ester